C1(CCC1)OC1=CC=C(C(=N1)N1CC2=CC=C(C=C2CC1)CCC(=O)O)F 3-(2-(6-cyclobutoxy-3-fluoropyridin-2-yl)-1,2,3,4-tetrahydroisoquinolin-6-yl)propionic acid